COC=1C=C2C(=NC=NC2=CC1OC)N1CCC(CCC1)CCCP(O)(O)=O (3-(1-(6,7-dimethoxyquinazolin-4-yl)azepan-4-yl)propyl)phosphonic acid